tert-butyl (4S,6R)-2-((R)-4-(2,4-difluoro-6-(2-methoxyethoxy)phenyl)-3-fluoro-7-hydroxythieno[2,3-c]pyridin-5-yl)-4,6-dimethyl-6,7-dihydropyrazolo[1,5-a]pyrazine-5(4H)-carboxylate FC1=C(C(=CC(=C1)F)OCCOC)C1=C2C(=C(N=C1C1=NN3C([C@@H](N([C@@H](C3)C)C(=O)OC(C)(C)C)C)=C1)O)SC=C2F